(S)-2-(3-chloro-5-methyl-4-((7-methyl-1-oxo-2,5,6,7-tetrahydro-1H-cyclopenta[d]pyridazin-4-yl)oxy)phenyl)-3,5-dioxo-2,3,4,5-tetrahydro-1,2,4-triazine-6-carbonitrile ClC=1C=C(C=C(C1OC=1C2=C(C(NN1)=O)[C@H](CC2)C)C)N2N=C(C(NC2=O)=O)C#N